methyl 6-(l-N-methyl-5-[(tert-butoxy)carbonyl]-4H,5H,6H,7H-pyrazolo[1,5-a]pyrazine-3-amidocyclopropyl)pyridine-3-carboxylate CN(C(=O)C=1C=NN2C1CN(CC2)C(=O)OC(C)(C)C)C2(CC2)C2=CC=C(C=N2)C(=O)OC